NC1=NC=C2C=C(C(N(C2=C1)C)=O)C=1C=NC=C(C1C)F 7-amino-3-(5-fluoro-4-methylpyridin-3-yl)-1-methyl-1,6-naphthyridin-2-one